2-(3-chlorophenyl)-2,3-dihydroquinazolin-4(1H)-one ClC=1C=C(C=CC1)C1NC2=CC=CC=C2C(N1)=O